N-(4-(7-chloro-5-((2-(pyridin-4-yl)ethyl)amino)-2,3,4,5-tetrahydro-1H-benzo[b]azepine-1-carbonyl)-3-methylphenyl)-2-methylbenzamide ClC1=CC2=C(N(CCCC2NCCC2=CC=NC=C2)C(=O)C2=C(C=C(C=C2)NC(C2=C(C=CC=C2)C)=O)C)C=C1